ClCC1=CC=C(S1)C=1N(C=C(N1)C(F)(F)F)C 2-(5-(chloromethyl)thiophen-2-yl)-1-methyl-4-(trifluoromethyl)-1H-imidazole